5-(chloromethyl)-1,3-thiazole hydrochloride Cl.ClCC1=CN=CS1